methyl 3-[1-(tert-butoxycarbonyl) pyrazol-4-yl]-1H-indole-7-carboxylate C(C)(C)(C)OC(=O)N1N=CC(=C1)C1=CNC2=C(C=CC=C12)C(=O)OC